O1CCN(CC1)C1=CC=C(C=N1)C(CSC1=NN=NN1C1=CC=C(C(=O)O)C=C1)=O 4-(5-((2-(6-Morpholinopyridin-3-yl)-2-oxoethyl)thio)-1H-tetrazol-1-yl)benzoic acid